C[C@@H](COC1=CC=CC=C1CC2=CC=CC=C2)N3CCCCC3.OP(=O)(O)O The molecule is an organoammonium phosphate resulting from the formal reaction of equimolar amounts of (S)-benproperine and phosphoric acid. It contains a (S)-benproperine(1+). It is an enantiomer of a (R)-benproperine trihydrogen phosphate.